penta-2,4-dienamide C(C=CC=C)(=O)N